C(C)(C)(C)OC(=O)N1C=C(C=2C1=NC=CC2C=2N(C1=CC=C(C=C1C2C)C2CCN(CC2)C(=O)OC(C)(C)C)C(=O)OC(C)(C)C)C=C 4-(1-(tert-Butoxycarbonyl)-5-(1-(tert-Butoxycarbonyl)piperidin-4-yl)-3-methyl-1H-indol-2-yl)-3-vinyl-1H-pyrrolo[2,3-b]pyridine-1-carboxylic acid tert-butyl ester